2-Oxo-7-({[(1s,4s)-4-(2-methoxy-4-methylpyridin-3-yl)cyclohexyl]-oxy}methyl)-4-oxa-1,8-diazaspiro[5.5]undecane-8-carboxylic acid tert-butyl ester C(C)(C)(C)OC(=O)N1C(C2(COCC(N2)=O)CCC1)COC1CCC(CC1)C=1C(=NC=CC1C)OC